(S)-4-(7-bromo-2-chloro-6,8-difluoroquinazoline-4-yl)-6-methyl-1,4-oxazepane-6-ol BrC1=C(C=C2C(=NC(=NC2=C1F)Cl)N1CCOC[C@](C1)(O)C)F